BrC1=CC=C(C=C1)C(=O)OC methyl p-bromophenylcarboxylate